ClC=1C=2N(C=C(C1)NC(=O)C1=CC=C(C3=CN(N=C13)CC)N1C[C@@H](CC1)NC)C=C(N2)C N-{8-chloro-2-methylimidazo[1,2-a]pyridin-6-yl}-2-ethyl-4-[(3R)-3-(methylamino)pyrrolidin-1-yl]indazole-7-carboxamide